2,4,6-trimethyl-N-(4-(((5-hydroxy-2,2-dimethyl-2H-chromen-6-yl)methylene)amino)phenyl)benzenesulfonamide CC1=C(C(=CC(=C1)C)C)S(=O)(=O)NC1=CC=C(C=C1)N=CC=1C(=C2C=CC(OC2=CC1)(C)C)O